5-methyl-tetradecanedioic acid CC(CCCC(=O)O)CCCCCCCCC(=O)O